COC(=O)C=1SC(=CC1F)C1=NC=C(C=C1[N+](=O)[O-])Br 5-(5-bromo-3-nitropyridin-2-yl)-3-fluorothiophene-2-carboxylic acid methyl ester